CC1=CC=NC=2N1C(N(N2)C)=O dimethyl-[1,2,4]triazolo[4,3-a]pyrimidin-3(2H)-one